The molecule is a terpineol that is propan-2-ol substituted by a 4-methylcyclohex-3-en-1-yl group at position 2. It has a role as a plant metabolite. CC1=CCC(CC1)C(C)(C)O